5-(2,5-dimethyl-1,2,3,4-tetrahydroisoquinolin-7-yl)-3-((3-phenoxypyridin-4-yl)methoxy)pyrazin-2-amine CN1CC2=CC(=CC(=C2CC1)C)C=1N=C(C(=NC1)N)OCC1=C(C=NC=C1)OC1=CC=CC=C1